2-{2,5-diazabicyclo[2.2.2]octan-2-yl}pyrimidine-5-carbonitrile C12N(CC(NC1)CC2)C2=NC=C(C=N2)C#N